(3S,4S)-1-cyclohexyl-4-{[5-(2,4-difluoro-phenyl)-isoxazole-3-carbonyl]-amino}-piperidine-3-carboxylic acid (2-o-tolyl-ethyl)-amide C1(=C(C=CC=C1)CCNC(=O)[C@H]1CN(CC[C@@H]1NC(=O)C1=NOC(=C1)C1=C(C=C(C=C1)F)F)C1CCCCC1)C